4-(2-((3-Isopropyl-2-(2-methylpyridin-4-yl)-1H-indol-5-yl)oxy)ethyl)morpholin C(C)(C)C1=C(NC2=CC=C(C=C12)OCCN1CCOCC1)C1=CC(=NC=C1)C